CC1(CCC2(CCC(O2)OCCCOC2OC3(CC2)CCC(CC3)(C)C)CC1)C 1,3-bis((8,8-dimethyl-1-oxaspiro[4.5]decan-2-yl)oxy)propan